3-(1-(aminomethyl)-4-oxo-4H-thieno[3,4-c]pyrrol-5(6H)-yl)piperidine-2,6-dione 2,2,2-trifluoroacetic acid salt FC(C(=O)O)(F)F.NCC=1SC=C2C1CN(C2=O)C2C(NC(CC2)=O)=O